[1,4]Oxazine-6-carboxylic acid tert-butyl ester C(C)(C)(C)OC(=O)C1=CN=CCO1